6-(4-aminocyclohexyl)-2-(4-cyano-3-fluorophenyl)-3-(3-fluoro-4-methoxyphenyl)isonicotinnitrile NC1CCC(CC1)C=1N=C(C(=C(C#N)C1)C1=CC(=C(C=C1)OC)F)C1=CC(=C(C=C1)C#N)F